FC(C1=NN=C(O1)C1=CC=2N(C=C1)C=C(N2)CN(S(=O)(=O)N2CCN(CC2)C(=O)C2COC2)C2=CC(=CC=C2)F)F N-((7-(5-(difluoromethyl)-1,3,4-oxadiazol-2-yl)imidazo[1,2-a]pyridin-2-yl)methyl)-N-(3-fluorophenyl)-4-(oxetan-3-carbonyl)piperazine-1-sulfonamide